5-(2-(((3R,4S)-3-fluoro-1-((1-methyl-1H-pyrazol-4-yl)sulfonyl)piperidin-4-yl)amino)-5-(trifluoromethyl)pyrimidin-4-yl)-2-(2-hydroxy-2-methylpropyl)thiophene-3-carbonitrile F[C@@H]1CN(CC[C@@H]1NC1=NC=C(C(=N1)C1=CC(=C(S1)CC(C)(C)O)C#N)C(F)(F)F)S(=O)(=O)C=1C=NN(C1)C